Trans-2-(5-(3,4-difluorophenyl)-1-(4-(trifluoromethyl)benzyl)piperidin-3-yl)acetic acid FC=1C=C(C=CC1F)[C@H]1C[C@@H](CN(C1)CC1=CC=C(C=C1)C(F)(F)F)CC(=O)O